CC1(OCC(C1)(C)C)C 2,2,4,4-tetramethyloxolane